COC1=C(C=CC(=C1)C=1C=NN(C1)C)NC=1N=CC2=C(N1)C(=NC=C2)NC[C@@]2(COCC2)C (R)-N2-(2-methoxy-4-(1-methyl-1H-pyrazol-4-yl)phenyl)-N8-((3-methyltetrahydrofuran-3-yl)methyl)pyrido[3,4-d]pyrimidine-2,8-diamine